1-(2-chloro-4-nitrophenylazo)-2-naphthol ClC1=C(C=CC(=C1)[N+](=O)[O-])N=NC1=C(C=CC2=CC=CC=C12)O